N-((S)-1-(4-(cyclopropanesulfonyl)pyridin-2-yl)-2-((R)-piperidin-2-yl)ethyl)-5-(6-ethoxypyrazin-2-yl)thiazole-2-carboxamide C1(CC1)S(=O)(=O)C1=CC(=NC=C1)[C@H](C[C@@H]1NCCCC1)NC(=O)C=1SC(=CN1)C1=NC(=CN=C1)OCC